4-methyl-1,5-naphthyridin CC1=CC=NC2=CC=CN=C12